3-[(6-bromo-5-fluoro-3-pyridinyl)methylene]azetidine-1-carboxylic acid tert-butyl ester C(C)(C)(C)OC(=O)N1CC(C1)=CC=1C=NC(=C(C1)F)Br